BrC1=C(C=C(O[C@H](C(=O)O)C)C=C1[2H])[2H] (2S)-2-[4-bromo(3,5-2H2)phenoxy]propanoic acid